1-(2-aminophenyl)ethanol NC1=C(C=CC=C1)C(C)O